C1(CCCC1)N1CC2(C3=C1N=C(N=C3)SC)CC2 7'-Cyclopentyl-2'-methylsulfanyl-spiro[cyclopropane-1,5'-pyrrolo[2,3-d]pyrimidine]